C(#N)C[C@@H]1N(CCN(C1)C=1C2=C(N=CN1)C=C(N=C2)C2=CC=CC1=CC=CC(=C21)C)C(=O)[O-] (S)-2-(cyanomethyl)-4-[7-(8-methyl-1-naphthyl)pyrido[4,3-d]pyrimidin-4-yl]piperazine-1-carboxylate